C(C)(C)[C@@H]1NC2=C(OCC1)C(=NC(=N2)N)N2C[C@@H](CC2)NC (R)-8-Isopropyl-4-((R)-3-(methylamino)pyrrolidin-1-yl)-6,7,8,9-tetrahydropyrimido[5,4-b][1,4]oxazepin-2-amine